COC=1C2=C(N=C(N1)NC1CCC(CC1)OC)NC=C2C=2C=C1N=CC=NC1=CC2 4-methoxy-N-((1s,4s)-4-methoxycyclohexyl)-5-(quinoxalin-6-yl)-7H-pyrrolo[2,3-d]pyrimidin-2-amine